1-acetyl-7-fluoro-2-(3-methoxy-4-(2-morpholino-2-oxoethoxy)benzylidene)indolin-3-one C(C)(=O)N1C(C(C2=CC=CC(=C12)F)=O)=CC1=CC(=C(C=C1)OCC(=O)N1CCOCC1)OC